BrC1=CC(=C(C=C1F)N1[C@@H](CNCC1)C)F (R)-1-(4-bromo-2,5-difluorophenyl)-2-methylpiperazine